2-ethyl-5-(propan-2-yl)furan-3-carboxylic acid C(C)C=1OC(=CC1C(=O)O)C(C)C